3-(3-chloro-2-methoxyanilino)-2-(3-{[(2R)-5,5-dimethyl-1,4-dioxan-2-yl]methoxy}pyridin-4-yl)-1,5,6,7-tetrahydro-4H-pyrrolo[3,2-c]pyridin-4-one ClC=1C(=C(NC2=C(NC3=C2C(NCC3)=O)C3=C(C=NC=C3)OC[C@H]3OCC(OC3)(C)C)C=CC1)OC